(7R)-2-[4-(4-methoxyphenoxy)phenyl]-7-[4-(2-nitrobenzene-1-sulfonyl)piperazin-1-yl]-4,5,6,7-tetrahydro-2H-pyrazolo[4,3-b]pyridine-3-carboxamide COC1=CC=C(OC2=CC=C(C=C2)N2N=C3C(NCC[C@H]3N3CCN(CC3)S(=O)(=O)C3=C(C=CC=C3)[N+](=O)[O-])=C2C(=O)N)C=C1